C(#N)C1=CC=C(C=C1)P(C)(C1=CC=C(C=C1)C#N)=O bis(4-cyanophenyl)(methyl)phosphine oxide